C(C)(C)(C)OC(=O)NC1CCN(CC1)C=1SC=C(N1)C(=O)O 2-(4-((Tert-butoxycarbonyl)amino)piperidin-1-yl)thiazole-4-carboxylic acid